Cl.COC=1C=C2C(=CC=NC2=CC1OC)N1C[C@H](N(CC1)CCN)C (R)-2-(4-(6,7-dimethoxyquinolin-4-yl)-2-methylpiperazin-1-yl)ethylamine hydrochloride